1-[[2-(difluoromethoxy)pyridin-4-yl]methyl]-3-[rac-(1R,2S,4S)-6,6-difluoro-2-bicyclo[2.2.1]heptanyl]urea FC(OC1=NC=CC(=C1)CNC(=O)N[C@@H]1[C@@H]2C(C[C@H](C1)C2)(F)F)F |r|